N-Isopropyl-N'-phenyl-phenylendiamin C(C)(C)NC1=C(C=CC=C1)NC1=CC=CC=C1